P(O)(O)O.C(C)(C)(C)C1=CC=CC(=C1)C(C)(C)C.C(C)(C)(C)C1=CC=CC(=C1)C(C)(C)C.C(C)(C)(C)C1=CC=CC(=C1)C(C)(C)C tris[2,4-di-tert-butyl-benzene] phosphite